(2-bromo-6-fluorophenyl)bis(2,6-difluorophenyl)borane BrC1=C(C(=CC=C1)F)B(C1=C(C=CC=C1F)F)C1=C(C=CC=C1F)F